NC1=NN(C2=CC(=CC=C12)C(=O)NC1=CC2=C(C=N1)C=C(N2)CN2[C@H](CCC2)C)C 3-amino-1-methyl-N-(2-[[(2S)-2-methylpyrrolidin-1-yl]methyl]-1H-pyrrolo[3,2-c]pyridin-6-yl)indazole-6-carboxamide